oxazine-3-sulfonamide O1NC(=CC=C1)S(=O)(=O)N